22S-Hydroxycholesterol C[C@@H]([C@H]1CC[C@@H]2[C@@]1(CC[C@H]3[C@H]2CC=C4[C@@]3(CC[C@@H](C4)O)C)C)[C@H](CCC(C)C)O